C=CCC(C)(C)C Neoheptaene